ClC1=CC2=C(N=C(S2)NC(=O)NC2=NC(=CC=C2)C2=NN=CN2C(C)C)C=C1 1-(6-chlorobenzo[d]thiazol-2-yl)-3-(6-(4-isopropyl-4H-1,2,4-triazol-3-yl)pyridin-2-yl)urea